N-(3,5-difluoro-4-{[1-(4-methylbenzene-1-sulfonyl)-3-(propan-2-yl)-1H-pyrrolo[2,3-b]pyridin-4-yl]oxy}phenyl)-N'-{[3-(propan-2-yl)oxetan-3-yl]methyl}urea FC=1C=C(C=C(C1OC1=C2C(=NC=C1)N(C=C2C(C)C)S(=O)(=O)C2=CC=C(C=C2)C)F)NC(=O)NCC2(COC2)C(C)C